Lanthanum hydroxide carbonate C([O-])([O-])=O.[OH-].[La+3]